6-(2-Amino-4-chloropyridin-3-yl)-2-methyl-hex-5-yn-2-ol NC1=NC=CC(=C1C#CCCC(C)(O)C)Cl